4-(6-(2-methoxy-4-(4-methylpiperazine-1-carbonyl)phenyl)imidazo[1,2-b]pyridazin-3-yl)benzonitrile COC1=C(C=CC(=C1)C(=O)N1CCN(CC1)C)C=1C=CC=2N(N1)C(=CN2)C2=CC=C(C#N)C=C2